3-(6-(4-(6-ethoxypyridin-2-yl)-1H-1,2,3-triazol-1-yl)-1-oxoisoindolin-2-yl)piperidine-2,6-dione C(C)OC1=CC=CC(=N1)C=1N=NN(C1)C1=CC=C2CN(C(C2=C1)=O)C1C(NC(CC1)=O)=O